(R)-N-(2-(4-(3-(2H-Tetrazol-2-yl)propoxy)phenyl)-2-hydroxyethyl)-N-methylacetamide N=1N(N=NC1)CCCOC1=CC=C(C=C1)[C@H](CN(C(C)=O)C)O